N1N=CC=2C1=NC=CC2B(O)O (1H-pyrazolo[3,4-b]pyridin-4-yl)boronic acid